6-Cyclopropoxy-[1,2,4]triazolo[1,5-a]pyridin-2-amine C1(CC1)OC=1C=CC=2N(C1)N=C(N2)N